C(CCCC)[N-]CCCCC diamyl-amide